tert-butyl 2-(7-morpholino-2-(pyridin-4-yl)pyrazolo[1,5-a]pyrimidin-5-yl)pyrrolidine-1-carboxylate O1CCN(CC1)C1=CC(=NC=2N1N=C(C2)C2=CC=NC=C2)C2N(CCC2)C(=O)OC(C)(C)C